C(C)(C)(C)N1N=CC(=C1C(=O)NCCC1=CC=C(C=C1)C(N)=NO)C(C1=CC(=CC=C1)Cl)=O 1-(tert-butyl)-4-(3-chlorobenzoyl)-N-(4-(N'-hydroxycarbamimidoyl)phenethyl)-1H-pyrazole-5-carboxamide